3-((2S)-3-(8-(6-chloro-1-methyl-2,3-dihydro-1H-pyrido[2,3-b][1,4]oxazin-7-ylsulfonyl)-1-oxa-8-azaspiro[4.5]decan-3-ylamino)-2-hydroxypropoxy)-N-methylbenzenesulfonamide ClC=1C(=CC2=C(OCCN2C)N1)S(=O)(=O)N1CCC2(CC(CO2)NC[C@@H](COC=2C=C(C=CC2)S(=O)(=O)NC)O)CC1